C(C)S(=O)(=O)C1=CC=C(C=N1)C1=CC2=C(N=C3N2C(CC3)C3=CC=CC=C3)C=C1 7-(6-(ethanesulfonyl)pyridin-3-yl)-1-phenyl-2,3-dihydro-1H-benzo[d]pyrrolo[1,2-a]imidazole